N-[3-[5-(2-cyclopropylpyrimidin-5-yl)-1H-pyrazolo[3,4-b]pyridine-3-carbonyl]-2,6-difluorophenyl]propane-1-sulfonamide hydrochloride Cl.C1(CC1)C1=NC=C(C=N1)C=1C=C2C(=NC1)NN=C2C(=O)C=2C(=C(C(=CC2)F)NS(=O)(=O)CCC)F